5-((1,1-dioxotetrahydrothiophen-2-yl)methyl)-6-formylcyanopyridine O=S1(C(CCC1)CC=1C=CC(=NC1C=O)C#N)=O